3-(((R)-tert-butylsulfinyl)amino)-3-(2',4-difluoro-5,6'-dimethyl-[1,1'-biphenyl]-3-yl)propionic acid ethyl ester C(C)OC(CC(C=1C=C(C=C(C1F)C)C1=C(C=CC=C1C)F)N[S@](=O)C(C)(C)C)=O